Cl.Cl.N1=CC=C(C=C1)C12OCC(C1)(C2)N 1-(4-pyridyl)-2-oxabicyclo[2.1.1]hexan-4-amine dihydrochloride